N'-(4-fluorophenyl)quinoline-6-carbohydrazide FC1=CC=C(C=C1)NNC(=O)C=1C=C2C=CC=NC2=CC1